O=C1C(=C(C=NN1)N[C@H](CCCN1C(C2=CN=C(C=C2C=C1)C1=NC=C(C=C1)C(F)(F)F)=O)C)C(F)(F)F 2-[(4S)-4-[[6-oxo-5-(trifluoromethyl)-1H-pyridazin-4-yl]amino]pentyl]-6-[5-(trifluoromethyl)-2-pyridinyl]-2,7-naphthyridin-1-one